Di-tert-butyl diazene-1,2-dicarboxylate N(=NC(=O)OC(C)(C)C)C(=O)OC(C)(C)C